C(C1=CC=CC=C1)N1C(C2=C(C=3C=CC=NC13)CCN(C2)CC2=C(C=CC=C2)CC)=O 6-benzyl-3-(2-ethylbenzyl)-2,3,4,6-tetrahydropyrido[3,4-c][1,8]naphthyridine-5(1H)-one